NC1=C(SC2=NC(=CC(=C21)C)C)C(=O)NC2CC=1C(=NC(=CC1)N1CC3(OCC(O3)(C)C)C(C1)N)OC2 3-amino-N-(7-{9-amino-2,2-dimethyl-1,4-dioxa-7-azaspiro[4.4]nonan-7-yl}-2H,3H,4H-pyrano[2,3-b]pyridin-3-yl)-4,6-dimethylthieno[2,3-b]pyridine-2-carboxamide